(3S,3aR,8bR)-3-(2-hydroxy-4-methoxyphenyl)-3a-nitro-2,3,3a,8b-tetrahydro-1H-benzofuro[2,3-c]pyrrole-1,1-dicarboxylic acid diethyl ester C(C)OC(=O)C1([C@@H]2[C@]([C@@H](N1)C1=C(C=C(C=C1)OC)O)(OC1=C2C=CC=C1)[N+](=O)[O-])C(=O)OCC